OCC1=C2C(=[N+](C=C1)[O-])C1(OCC2)COCC1 4'-(Hydroxymethyl)-4,5,5',6'-Tetrahydro-2H-Spiro[Furan-3,8'-Pyrano[3,4-b]Pyridine]-1'-Oxide